P(=O)(OCC(=O)NCCNC(C1=C(C=CC(=C1)NC([C@H](C)NC([C@H](C)NC(CN=[N+]=[N-])=O)=O)=O)CO)=O)(OCC[N+](C)(C)C)[O-] 2-((2-(5-((S)-2-((S)-2-(2-azidoacetamido)propanamido)propanamido)-2-(hydroxymethyl)benzamido)ethyl)amino)-2-oxoethyl (2-(trimethylammonio)ethyl) phosphate